(R)-4-(4-((1-(3-cyano-2-methylphenyl)ethyl)amino)-7-methoxy-2-methyl-quinazolin-6-yl)piperazine-1-carboxylic acid tert-butyl ester C(C)(C)(C)OC(=O)N1CCN(CC1)C=1C=C2C(=NC(=NC2=CC1OC)C)N[C@H](C)C1=C(C(=CC=C1)C#N)C